C(C)(C)N1N=CC2=NC=CC=C21 1-isopropyl-pyrazolo[4,3-b]pyridin